N-(8,9-Difluoro-6-oxo-1,2,3,4,5,6-hexahydrobenzo[c][1,7]naphthyridin-1-yl)-6-fluoro-N-methylindolizine-2-carboxamide FC=1C(=CC2=C(C(NC=3CNCC(C23)N(C(=O)C=2C=C3C=CC(=CN3C2)F)C)=O)C1)F